BrC=1C=2N(C(=NC1C)N1CCC3([C@@H]([C@@H](OC3)C)N)CC1)C=CN2 (3S,4S)-8-(8-bromo-7-methylimidazo[1,2-c]pyrimidin-5-yl)-3-methyl-2-oxa-8-azaspiro[4.5]decan-4-amine